C(C)[C@@H]1N(C[C@H](N(C1)C(C)C1=C(C=C(C=C1)C)C(F)(F)F)CC)C=1C=2C(N(C(C1)=O)C)=CN(N2)CC#N 2-(7-((2S,5R)-2,5-diethyl-4-(1-(4-methyl-2-(trifluoromethyl)phenyl)ethyl)piperazin-1-yl)-4-methyl-5-oxo-4,5-dihydro-2H-pyrazolo[4,3-b]pyridin-2-yl)acetonitrile